4-((R)-3-((cyclopropylmethyl)amino)piperidin-1-yl)-1-(1-(5-(6-(dimethyl-amino)pyrazin-2-yl)-1,3,4-thiadiazol-2-yl)ethyl)pyridin-2(1H)-one C1(CC1)CN[C@H]1CN(CCC1)C1=CC(N(C=C1)C(C)C=1SC(=NN1)C1=NC(=CN=C1)N(C)C)=O